(E)-N-(3-(dimethylamino)-2-(7H-pyrrolo[2,3-d]pyrimidin-4-yl)allylidene)-N-methyl-methylammonium CN(/C=C(\C=[N+](C)C)/C=1C2=C(N=CN1)NC=C2)C